FC(C(C(CC(=O)O)(F)F)(F)F)(F)F 5,5,5,4,4,3,3-heptafluoropentanoic acid